tri-n-butyl-tin hydride C(CCC)[SnH](CCCC)CCCC